Hept-6-yne CCCCCC#C